((tert-butoxycarbonyl)amino)methyl-3-iodopropionate C(C)(C)(C)OC(=O)NCOC(CCI)=O